BrC1=CN=C(N=N1)N[C@@H]1C[C@H](CC1)NC(OCCCC)=O butyl ((1S,3S)-3-((6-bromo-1,2,4-triazin-3-yl)amino)cyclopentyl)carbamate